BrC1=CC2=C(NC(C(N2C)=O)=O)N=C1C#N 7-bromo-6-cyano-1-methyl-2,3-dioxo-2,3-dihydropyrido[2,3-b]pyrazine